[N+](=O)([O-])C=1C=C(C(=O)NNC(=O)NC2=CC=C(C=C2)C=2C=NN(C2)C2OCCCC2)C=CC1 1-[(3-nitrobenzoyl)amino]-3-[4-(1-tetrahydropyran-2-ylpyrazol-4-yl)phenyl]urea